Cl.COC(=O)C1=CC=C(C=C1)CC(=N)NN(C(=O)OC(C)(C)C)C tert-butyl 2-{2-[4-(methoxycarbonyl)phenyl] ethaneimidoyl}-1-methylhydrazine-1-carboxylate monohydrochloride